1-methyl-2-(3-Ethoxy-1,1-difluoropropyl)benzimidazole CN1C(=NC2=C1C=CC=C2)C(CCOCC)(F)F